OC=1C=C(C(=O)NC(C(=O)N\N=C\[C@]2([C@@H](N3C(C[C@H]3S2(=O)=O)=O)C(=O)O)C)CO)C=CC1O (2S,3R,5R)-3-((E)-(2-(2-(3,4-dihydroxybenzamido)-3-hydroxypropanoyl)hydrazono)methyl)-3-methyl-7-oxo-4-thia-1-azabicyclo[3.2.0]heptane-2-carboxylic acid 4,4-dioxide